N(=NC(C(=O)O)(C)C)C(C(=O)O)(C)C azobis(isobutyric acid)